amino-phenylalanine NN[C@@H](CC1=CC=CC=C1)C(=O)O